NCC=1C=CC(=C(C(=O)OC)C1)Br methyl 5-(aminomethyl)-2-bromobenzoate